3-methoxypyridin-4-ylboronic acid COC=1C=NC=CC1B(O)O